(R)-3-((6-chloropyridazin-3-yl)amino)piperidine-1-carboxylic acid tert-butyl ester C(C)(C)(C)OC(=O)N1C[C@@H](CCC1)NC=1N=NC(=CC1)Cl